N4-(5-(6-ethoxypyrazin-2-yl)pyridin-2-yl)-N1-isopropylpiperidine-1,4-dicarboxamide C(C)OC1=CN=CC(=N1)C=1C=CC(=NC1)NC(=O)C1CCN(CC1)C(=O)NC(C)C